COC(=O)C1=CC=C(C=C1)[I+]C1=C(C=C(C=C1C)C)C (4-methoxycarbonylphenyl)-(2,4,6-trimethylphenyl)iodonium